N-[2-cyclopropyl-3-(4-fluorophenyl)-2-methylpropyl]-5-fluoro-4-methoxy-pyrimidine-2-carboxamide C1(CC1)C(CNC(=O)C1=NC=C(C(=N1)OC)F)(CC1=CC=C(C=C1)F)C